CC1(C(C1([2H])[2H])([2H])C([2H])([2H])[2H])N1CN2C(C=CC=C2)=C1 N-(1-methyl-2-(methyl-d3)cyclopropyl-2,3,3-d3)imidazo[1,5-a]pyridine